CC(C)CS(=O)(=O)OOC=1C=NN(C1C(NC1=C(C=C(C=C1)Br)C)=O)C1OCCCC1 1-((5-((4-bromo-2-methyl-phenyl) carbamoyl)-1-(tetrahydro-2H-pyran-2-yl)-1H-pyrazol-4-yl) oxy) propan-2-ylmethylsulfonate